CC1(C2=CC(=CC=C2C=2C=CC(=CC12)O)O)O 9-methylfluorene-2,7,9-triol